[Rh](Cl)(Cl)Cl.C1(=CC=CC=C1)P(C1=CC=CC=C1)C1=CC=CC=C1.C1(=CC=CC=C1)P(C1=CC=CC=C1)C1=CC=CC=C1.C1(=CC=CC=C1)P(C1=CC=CC=C1)C1=CC=CC=C1 tris(triphenyl-phosphine) rhodium (III) chloride